ClC1=C(C=CC(=C1)C(F)(F)F)NC(CN1C(=C(C(C=2C1=NC=C(N2)O)=O)N2CCN(CC2)C(=O)C2=NC=NC(=C2O)C)CC)=O N-(2-chloro-4-(trifluoromethyl)phenyl)-2-(6-ethyl-2-hydroxy-7-(4-(5-hydroxy-6-methylpyrimidine-4-carbonyl)piperazin-1-yl)-8-oxopyrido[2,3-b]pyrazin-5(8H)-yl)acetamide